C[C@H]1CN(CCN1C)C1=C(C=C(C(=C1)F)C=1C=NC(=NC1)N1CCOCC1)NC(=O)C1=CNC(C=C1C(F)(F)F)=O (S)-N-(2-(3,4-dimethylpiperazin-1-yl)-4-fluoro-5-(2-morpholinopyrimidin-5-yl)phenyl)-6-oxo-4-(trifluoromethyl)-1,6-dihydropyridine-3-carboxamide